ClC=1C=C(C=C(C1)Cl)C1=NC(=CC(=C1)CN1CCC(CC1)CC(=O)OCC)O ethyl 2-(1-((2-(3,5-dichlorophenyl)-6-hydroxypyridin-4-yl)methyl)piperidin-4-yl)acetate